O1C(CCCC1)O[C@H]1C[C@H]2[C@H]([C@H]([C@H]3[C@@H]4CC[C@H]([C@@H](CCC)C)[C@]4(CC[C@@H]3[C@]2(CC1)C)C)O)CC 3α-Tetrahydropyranyloxy-6α-ethyl-7α-hydroxy-5β-cholan